ClC=1C(=CC(=C(C1)S(=O)(=O)NC=1SC=CN1)F)NC1(CCC1)C1=CC=CC=C1 5-chloro-2-fluoro-4-(1-phenylcyclobutylamino)-N-(thiazol-2-yl)benzenesulfonamide